F[P-](F)(F)(F)(F)F.N1(N=NC2=C1N=CC=C2)O[P+](N2CCCC2)(N2CCCC2)N2CCCC2 7-Aza-benzotriazol-1-yloxy-tripyrrolidino-phosphonium hexafluorophosphate